2,2,2-trifluoro-N,N-dimethylethanesulfonamide FC(CS(=O)(=O)N(C)C)(F)F